Benzofluorenofuranon C1(COC2=C1C1=C(C=CC=3C=4C=CC=CC4CC13)C=C2)=O